BrC=1C=C(C(N(C1)C(C)CC)=O)F 5-bromo-1-(sec-butyl)-3-fluoropyridin-2(1H)-one